C(COCCOCCOCCO)O Tetraethyleneglycol